C[C@@H]1CN(C[C@@H](O1)C)C1CCC(CC1)OC1=CC=CC=C1C#N 6-{[(1r,4r)-4-[(2R,6S)-2,6-dimethylmorpholin-4-yl]cyclohexyl]oxy}benzonitrile